8'-(2-Chloroquinolin-6-yl)-3'-methylspiro[cyclopropane-1,1'-pyrrolo[2,3-c]quinolin] ClC1=NC2=CC=C(C=C2C=C1)C1=CC=2C3=C(C=NC2C=C1)N(CC31CC1)C